[1,2,3]triazolo[4,5-b]pyridin N1N=NC2=NC=CC=C21